5'-chloro-N-methyl-7'-oxo-N-[2-(pyridin-2-yl)ethyl]-7',8'-dihydro-6'H-spiro[cyclohexane-1,9'-furo[2,3-f]quinazoline]-2'-carboxamide ClC=1C=C2C(=C3C4(NC(NC13)=O)CCCCC4)OC(=C2)C(=O)N(CCC2=NC=CC=C2)C